COC1=CC(=NC=C1)C1(NC=C(C(=N1)NC=1C=CC2=C(NC(O2)=O)C1)C)N 2-(4-methoxypyridin-2-yl)-5-methyl-N4-(2-oxo-2,3-dihydro-1,3-benzooxazol-5-yl)-2,4-pyrimidinediamine